BrC1=NN(C(=C1)C)C1=NC=CC=C1Cl 3-bromo-1-(3-chloro-2-pyridinyl)-5-methyl-1H-pyrazole